tert-butyl (1R,3s,5S)-3-((6-bromo-1,2,4-triazin-3-yl)(methyl)amino)-8-azabicyclo[3.2.1]octane-8-carboxylate BrC1=CN=C(N=N1)N(C1C[C@H]2CC[C@@H](C1)N2C(=O)OC(C)(C)C)C